CCCCCCCCCCCCC(=O)OC[C@H](COP(=O)(O)OC[C@H](CO)O)OC(=O)CCCCCCCCC/C=C\CCCCCCCCCC 1-tridecanoyl-2-(11Z-docosenoyl)-glycero-3-phospho-(1'-sn-glycerol)